NCOP(OC)(O)=O aminodimethyl-phosphoric acid